phenethylamine bromate Br(=O)(=O)O.C(CC1=CC=CC=C1)N